COC(C(=C)C)=O.C(C=C)(=O)O acrylic acid methylmethacrylate